COC=1C=C2C=CN(CC2=CC1O)C 6-methoxy-2-methyl-7-isoquinolinol